8-Hydroxy-dodecanoic acid OC(CCCCCCC(=O)O)CCCC